5-methyl-1,2,4-triazine CC=1N=CN=NC1